tert-butyl 4-methyl-2-((1s,3s)-3-(3-(5-methyl-1,2,4-oxadiazol-3-yl)benzamido)cyclobutane-1-carboxamido)thiazole-5-carboxylate CC=1N=C(SC1C(=O)OC(C)(C)C)NC(=O)C1CC(C1)NC(C1=CC(=CC=C1)C1=NOC(=N1)C)=O